C(C=C)(=O)OCCCCC(=O)O 5-acryloyloxypentanoic acid